2,3-dimethyl-α-methyl-styrene CC1=C(C(=C)C)C=CC=C1C